ClC1=NC=CC(=C1)CC1=C2C(=C(NC2=C(C=C1F)C#N)C)C 4-((2-Chloropyridin-4-yl)methyl)-5-fluoro-2,3-dimethyl-1H-indole-7-carbonitrile